N,N'-(((5-hydroxypentyl)azanediyl)bis(octane-8,1-diyl))bis(2-hexyl-N-methyldecanamide) OCCCCCN(CCCCCCCCN(C(C(CCCCCCCC)CCCCCC)=O)C)CCCCCCCCN(C(C(CCCCCCCC)CCCCCC)=O)C